2,2'-azobis[N-(2-propenyl)-2-ethylpropionamide] N(=NC(C(=O)NCC=C)(C)CC)C(C(=O)NCC=C)(C)CC